mono-n-dodecyl malonate (lauryl malonate) C(CCCCCCCCCCC)C(C(=O)O)C(=O)O.C(CC(=O)O)(=O)OCCCCCCCCCCCC